N-(1-(5-chloro-6-fluoro-4-(2-((1S,2S)-2-fluorocyclopropane-1-carboxamido)imidazo[1,2-a]pyridin-6-yl)-1H-indazol-7-yl)ethyl)cyclobutanecarboxamide ClC=1C(=C2C=NNC2=C(C1F)C(C)NC(=O)C1CCC1)C=1C=CC=2N(C1)C=C(N2)NC(=O)[C@H]2[C@H](C2)F